(3S)-3-methyl-4-(3-(3-methyl-1-(tetrahydro-2H-pyran-2-yl)-1H-pyrazol-5-yl)-5-((R)-3-methylmorpholino)isothiazolo[4,5-b]pyridin-7-yl)morpholine C[C@@H]1N(CCOC1)C1=C2C(=NC(=C1)N1[C@@H](COCC1)C)C(=NS2)C2=CC(=NN2C2OCCCC2)C